3-(8-(Dimethylamino)-1-(Methoxymethyl)-2-Oxo-8-Phenyl-1,3-Diazaspiro[4.5]Decan-3-yl)-2,2-Dimethylpropanenitrile CN(C1(CCC2(CN(C(N2COC)=O)CC(C#N)(C)C)CC1)C1=CC=CC=C1)C